3-[3-Methyl-2-oxo-5-(4-piperidylmethyl)benzimidazol-1-yl]piperidine-2,6-dione CN1C(N(C2=C1C=C(C=C2)CC2CCNCC2)C2C(NC(CC2)=O)=O)=O